CC1=CC=C(C=C1)C1=NC(=NC=N1)C1=CC=C(C=C1)C bis(4-methylphenyl)-1,3,5-triazine